FC=1C(=CC2=C(OCC(N2)=O)C1)C1=C(C(=C(C(=C1)F)F)F)F 7-fluoro-6-(2,3,4,5-tetrafluorophenyl)-2H-benzo[b][1,4]oxazin-3(4H)-one